OC1=CC=C(C=C1)C1=C(C=2C=CC(=CC2CC1)O)C1=CC=C(C=C1)N1CCN(CC1)C(C)C 6-(4-Hydroxyphenyl)-5-(4-(4-isopropylpiperazin-1-yl)phenyl)-7,8-dihydronaphthalen-2-ol